COC1=C(C=CC=C1)NC=O N-(2-methoxyphenyl)carboxamide